[NH4+].CNC[C@H](O)[C@@H](O)[C@H](O)[C@H](O)CO methylglucamine, ammonium salt